(2S,4R)-N-[2-[4-(cyclopentanecarbonyl)piperazin-1-yl]ethyl]-1-[(2S)-2-(4-cyclopropyltriazol-1-yl)-3,3-dimethyl-butanoyl]-4-hydroxy-pyrrolidine-2-carboxamide C1(CCCC1)C(=O)N1CCN(CC1)CCNC(=O)[C@H]1N(C[C@@H](C1)O)C([C@H](C(C)(C)C)N1N=NC(=C1)C1CC1)=O